3-[3-(4-aminophenyl)-5-phenyl-imidazo[4,5-b]pyridin-2-yl]pyridin-2-amine NC1=CC=C(C=C1)N1C(=NC=2C1=NC(=CC2)C2=CC=CC=C2)C=2C(=NC=CC2)N